CC1=C(C=CC=C1)CN 1-(2-methylphenyl)methanamine